C(C)(C)NC(O[C@H]1C[C@H](CC1)C=1NN=C(C1)NC(COCC1=C(C(=CC=C1)OCC1=CC=CC=C1)C1OCCO1)=O)=O (1R,3S)-3-[5-(2-{[3-(benzyloxy)-2-(1,3-dioxolan-2-yl)phenyl]methoxy} acetamido)-2H-pyrazol-3-yl]cyclopentyl N-isopropylcarbamate